BrC=1C=CC(=NC1OC)C=O 5-bromo-6-methoxypyridine-2-carbaldehyde